BrC(C(=O)N)C(=O)C1=CC=C(C=C1)OC1=C(C=CC=C1)OC 2-bromo-3-(4-(2-methoxyphenoxy)phenyl)-3-oxopropanamide